6-methoxy-2-(2-methoxy-5-pyridyl)-4-(phenylmethoxy)-5-trifluoromethylpyrimidin COC1=C(C(=NC(=N1)C=1C=CC(=NC1)OC)OCC1=CC=CC=C1)C(F)(F)F